[C-]#N.C[N+]1=CC(=CC=C1)CCCC 1-methyl-3-butylpyridinium cyanide